CCCCCCCCCCCCCCCCCCCCCCCC[C@H]([C@@H](CCCCCCCCCCCCCCCCCCCCCC1CC1CCCCCCCCCCC2CC2CCCCCCCCCCCCCCCCCC)O)C(=O)O The molecule is a C82 mycolic acid having a C56 meromycolic chain with two cis cyclopropyl functions and a saturated C26 alpha-branch. It is produced by Mycobacterium tuberculosis H37Ra. It has a role as a bacterial metabolite. It is a mycolic acid and a hydroxy fatty acid. It is a conjugate acid of a (2R)-2-[(1R)-1-hydroxy-22-{2-[10-(2-octadecylcyclopropyl)decyl]cyclopropyl}docosyl]hexacosanoate.